di-eicosyl suberate C(CCCCCCC(=O)OCCCCCCCCCCCCCCCCCCCC)(=O)OCCCCCCCCCCCCCCCCCCCC